C(C)(C)(C)OC(=O)NC=1SC=C(N1)/C(/C(=O)O)=C/CC (Z)-2-(2-tert-butoxycarbonylaminothiazole-4-yl)-2-pentenoic acid